N-benzyl-N-allyl-hydroxylamine C(C1=CC=CC=C1)N(O)CC=C